C(C(=C)C)(=O)OCCC[Si](OC)(OC)OC 3-(trimethoxysilyl)propyl methacrylate